C12CN(CC2C1)C1=NC2=C(C=C(C=C2C(N1C)=O)C)[C@H](C)NC=1C(=NC(=CC1)Cl)C(F)(F)F 2-(3-azabicyclo[3.1.0]hexan-3-yl)-8-((S)-1-((6-chloro-2-(trifluoromethyl)pyridin-3-yl)amino)ethyl)-3,6-dimethylquinazolin-4(3H)-one